2-cyano-5-ethynylpyridin-3-yl 3-[4-(2-aminothiazol-4-yl)-1H-1,2,3-triazol-1-yl]-3-deoxy-1-thio-alpha-D-galactopyranoside NC=1SC=C(N1)C=1N=NN(C1)[C@@H]1[C@H]([C@@H](SC=2C(=NC=C(C2)C#C)C#N)O[C@@H]([C@@H]1O)CO)O